C(C)(=O)O[C@H]1[C@@H](SC=2C=NC=C(C2)Cl)O[C@@H]([C@@H]([C@@H]1N=[N+]=[N-])OC(C)=O)COC(C)=O 5-Chloropyridin-3-yl 2,4,6-tri-O-acetyl-3-azido-3-deoxy-1-thio-alpha-D-galactopyranoside